C(C)(C)(C)N(C(=O)OC1CCCCC1)C1=C2C=NN(C2=C(C=C1)F)C1OCCCC1 Cyclohexanol tert-butyl-(7-fluoro-1-(tetrahydro-2H-pyran-2-yl)-1H-indazol-4-yl)carbamate